CC1(CC(=CC(=C1)C)C)C(=O)Cl 1,3,5-trimethylbenzenecarbonyl chloride